CO[Si](CCCN=C=O)(OC)OC 3-trimethoxysilyl-propyl isocyanate